tert-butyl 9-(((S)-1-((2S,4R)-4-hydroxy-2-(((S)-1-(4-(4-methylthiazol-5-yl)phenyl)ethyl)carbamoyl)pyrrolidin-1-yl)-3,3-dimethyl-1-oxobutan-2-yl)amino)-9-oxononanoate O[C@@H]1C[C@H](N(C1)C([C@H](C(C)(C)C)NC(CCCCCCCC(=O)OC(C)(C)C)=O)=O)C(N[C@@H](C)C1=CC=C(C=C1)C1=C(N=CS1)C)=O